ClC=1C=CC2=C(N=C(O2)N2CCC3(CC2)CCC(CC3)N3C(C=CC=C3)C(F)(F)F)C1 N-[3-(5-chloro-1,3-benzoxazol-2-yl)-3-azaspiro[5.5]undecan-9-yl]-2-(trifluoromethyl)pyridine